C(=O)O.Cl hydrogen chloride formate